8-((R)-3-(methoxymethyl)-4-methylpiperazin-1-yl)-7-methyl-5-oxo-1,3,4,5-tetrahydro-2H-chromeno[3,4-c]pyridine COC[C@H]1CN(CCN1C)C=1C=CC2=C(C1C)OC(C=1CNCCC12)=O